3-methyl-4-phenyl-1,2,5-thiadiazole 1,1-dioxide CC1=NS(N=C1C1=CC=CC=C1)(=O)=O